(S)-2-chloro-N-(2,4-dimethyl-3-thienyl)-N-(2-methoxy-1-methylethyl)acetamide ClCC(=O)N([C@H](COC)C)C1=C(SC=C1C)C